[2H]C([2H])([2H])C(=O)O[C@H]1C=C[C@H]2[C@H]3CC4=C5[C@]2([C@H]1OC5=C(C=C4)OC(=O)C([2H])([2H])[2H])CCN3C([2H])([2H])[2H] heroin-D9